8-(4-(N-tetrahydropyrrolyl)phenyl)-2-(4-hydroxyphenyl)-5,7-dimethoxy-4H-chromen-4-one N1(CCCC1)C1=CC=C(C=C1)C=1C(=CC(=C2C(C=C(OC12)C1=CC=C(C=C1)O)=O)OC)OC